3-(benzyloxy)-2-(4-methylpiperazin-1-yl)propionic acid sodium salt [Na+].C(C1=CC=CC=C1)OCC(C(=O)[O-])N1CCN(CC1)C